trans-3-[(4-fluorophenoxy)methyl]-4-methyl-2-[6-methyl-3-(3-methyl-1H-1,2,4-triazol-1-yl)pyridine-2-carbonyl]-2-azabicyclo[3.1.1]heptane FC1=CC=C(OCC2N(C3CC(C2C)C3)C(=O)C3=NC(=CC=C3N3N=C(N=C3)C)C)C=C1